3-[4-(2,6-Dihydroxyphenoxy)phenyl]-1-phenylprop-2-en-1-one OC1=C(OC2=CC=C(C=C2)C=CC(=O)C2=CC=CC=C2)C(=CC=C1)O